5-ethynyl-6-fluoro-4-[4-fluoro-8-(3-fluorophenyl)-6-{[(2R,7aS)-2-fluorotetrahydro-1H-pyrrolizin-7a(5H)-yl]methoxy}-2,7-naphthyridin-3-yl]naphthalen-2-ol C(#C)C1=C2C(=CC(=CC2=CC=C1F)O)C=1N=CC2=C(N=C(C=C2C1F)OC[C@]12CCCN2C[C@@H](C1)F)C1=CC(=CC=C1)F